Ethyl 2-[2-(1,3-dioxolan-2-yl)-3-[2-(trimethylsilyl)ethynyl]phenoxy]acetate O1C(OCC1)C1=C(OCC(=O)OCC)C=CC=C1C#C[Si](C)(C)C